C1(CCC1)C=1N=CC2=C(N1)NC=C2C=2C=C1N=CC=NC1=CC2 6-(2-cyclobutyl-7H-pyrrolo[2,3-d]pyrimidin-5-yl)quinoxaline